(5-((6-fluoro-3-methyl-4-oxo-4,5-dihydropyrazolo[1,5-a]quinoxalin-7-yl)methyl)-5,6-dihydropyrrolo[3,4-c]pyrazol-2(4H)-yl)-N,6-dimethylpicolinamide FC1=C2NC(C=3N(C2=CC=C1CN1CC2=NN(C=C2C1)C=1C(=NC(=CC1)C)C(=O)NC)N=CC3C)=O